OC1(COC1)C1=CC=C(C=C1)C(=O)N1CC2C(C1)CC(C2)CC2=CC=C(C=C2)C(F)(F)F (4-(3-hydroxyoxetan-3-yl)phenyl)(5-(4-(trifluoromethyl)benzyl)hexahydrocyclopenta[c]pyrrol-2(1H)-yl)methanone